2-(4-(2-([1,2,3]triazolo[1,5-a]pyridin-5-yl)-3-isopropyl-1H-indol-5-yl)piperidin-1-yl)-N-methylacetamide N1=NC=C2N1C=CC(=C2)C=2NC1=CC=C(C=C1C2C(C)C)C2CCN(CC2)CC(=O)NC